The molecule is the (S)-enantiomer of 2-hydroxy-4-methylpentanoic acid. Derived from the metabolism of the branched-chain amino acids, it belongs to the 2-hydroxycarboxylic acid group of amino acid metabolites. It is a 2-hydroxy-4-methylvaleric acid and a (2S)-2-hydroxy monocarboxylic acid. It is an enantiomer of a (R)-2-hydroxy-4-methylpentanoic acid. CC(C)C[C@@H](C(=O)O)O